4-chloropentyl butyloxymethyl ether C(CCC)OCOCCCC(C)Cl